COC(C(=O)NCC1=CC=C(C=C1)C1=NOC(=N1)C(F)(F)F)(C)C 2-methoxy-2-methyl-N-[[4-[5-(trifluoromethyl)-1,2,4-oxadiazol-3-yl]phenyl]methyl]propionamide